(S)-3-(4-((4-((S)-3-chloro-2-hydroxypropoxy)phenyl)sulfonyl)phenoxy)propane-1,2-diol ClC[C@H](COC1=CC=C(C=C1)S(=O)(=O)C1=CC=C(OC[C@H](CO)O)C=C1)O